butyl 4-(((7-(cyclopentylamino)-5-fluoro-4-oxo-3,4-dihydroquinazolin-2-yl)methyl)thio)piperidine-1-carboxylate C1(CCCC1)NC1=CC(=C2C(NC(=NC2=C1)CSC1CCN(CC1)C(=O)OCCCC)=O)F